3-((2S)-3-(8-(4'-fluorobiphenyl-4-ylsulfonyl)-1-oxa-8-azaspiro[4.5]decan-3-ylamino)-2-hydroxypropoxy)-N-methylbenzenesulfonamide FC1=CC=C(C=C1)C1=CC=C(C=C1)S(=O)(=O)N1CCC2(CC(CO2)NC[C@@H](COC=2C=C(C=CC2)S(=O)(=O)NC)O)CC1